1,1-Difluoro-2-{3-[4-fluoro-2-(trifluoromethyl)phenyl]isothiazol-5-yl}-6-azaspiro[2.5]octane trifluoroacetate salt FC(C(=O)O)(F)F.FC1(C(C12CCNCC2)C2=CC(=NS2)C2=C(C=C(C=C2)F)C(F)(F)F)F